4-(2-fluoro-6-methoxyphenyl)-2-(4-methyl-6-((R)-9-oxa-2,6-diazaspiro[4.5]decan-2-yl)pyridin-2-yl)-2,3-dihydro-1H-pyrrolo[3,4-c]pyridin-1-one FC1=C(C(=CC=C1)OC)C1=NC=CC2=C1CN(C2=O)C2=NC(=CC(=C2)C)N2C[C@@]1(CC2)NCCOC1